BrC=1C(=C(CNCCCNC2=CC(C3=C(N2)C=CS3)=O)C=C(C1)Br)OCCCC=1C=NC=CC1 5-{3-[3,5-Dibromo-2-(3-pyridin-3-yl-propoxy)-benzylamino]-propylamino}-4H-thieno[3,2-b]pyridine-7-one